[4,7-diphenyl-1,10-phenanthroline] copper (I) [Cu+].C1(=CC=CC=C1)C1=CC=NC2=C3N=CC=C(C3=CC=C12)C1=CC=CC=C1